methyl (4S)-4-amino-5-[4-bromo-2-(pyridin-2-carbonyl)anilino]-5-oxo-pentanoate hydrobromide salt Br.N[C@@H](CCC(=O)OC)C(=O)NC1=C(C=C(C=C1)Br)C(=O)C1=NC=CC=C1